C(C)(C)SC[C@H](N)C(=O)O S-isopropyl-cysteine